NC1(OC2=CC=CC=C2)CC(=CC(=C1)N)N 1,3,5-triaminophenoxybenzene